CN(C1=CC=C(C=C1)N)C N,N-dimethyl-1,4-diaminobenzene